(R)-8-nitro-1,2,3,4,4a,5-hexahydrobenzo[b]pyrazino[1,2-d][1,4]oxazine [N+](=O)([O-])C=1C=CC2=C(OC[C@@H]3N2CCNC3)C1